(2R,3S,4R,5S)-5-amino-2-(hydroxymethyl)tetrahydro-2H-pyran-3,4-diol hydrochloride Cl.N[C@@H]1[C@H]([C@@H]([C@H](OC1)CO)O)O